1-(((S)-1-((S)-3-cyclobutyl-2-(hydroxymethyl)propanoyl)-4-hydroxy-3,3-dimethylpiperidin-4-yl)methyl)-N,N-dimethyl-6-oxo-4-phenyl-1,6-dihydropyridine-3-carboxamide C1(CCC1)C[C@H](C(=O)N1CC([C@](CC1)(O)CN1C=C(C(=CC1=O)C1=CC=CC=C1)C(=O)N(C)C)(C)C)CO